C1(CCCC1)N(C)C(CC)O (cyclopentyl-(methyl)amino)propan-1-ol